C(C)(C)(C)NCC1=CC=C(C=C1)C1=CC(=CC=C1)S(=O)(=O)N1CCC2(C[C@@H](CO2)NC[C@@H](COC2=CC(=CC=C2)S(=O)(=O)C2(CC2)CO)O)CC1 (S)-1-((S)-8-(4'-((tert-Butylamino)methyl)biphenyl-3-ylsulfonyl)-1-oxa-8-azaspiro-[4.5]decan-3-ylamino)-3-(3-(1-(hydroxymethyl)cyclopropylsulfonyl)phenoxy)propan-2-ol